FC(CN1N=CC(=C1)C1=NC(=NC=C1C(F)(F)F)NC1CCN(CC1)S(=O)(=O)C=1C=C(C=CC1)CO)(F)F (3-((4-((4-(1-(2,2,2-Trifluoroethyl)-1H-pyrazol-4-yl)-5-(trifluoromethyl)pyrimidin-2-yl)amino)piperidin-1-yl)sulfonyl)phenyl)methanol